C(C)(=O)NC=C.[Mg] Magnesium 2-acetylaminoethaneN